gallium-gallium [Ga].[Ga]